(S)-6'-chloro-4',4'-difluoro-5-(((1R,2R)-2-((S,E)-1-hydroxyhex-2-en-1-yl)cyclobutyl)methyl)-3',4,4',5-tetrahydro-2H,2'H-spiro[benzo[b][1,4]oxazepine-3,1'-naphthalene] ClC=1C=C2C(CC[C@]3(C2=CC1)CN(C1=C(OC3)C=CC=C1)C[C@H]1[C@@H](CC1)[C@H](\C=C\CCC)O)(F)F